P(=O)([O-])([O-])F.[Ag+].NC=1N=C(C=C2C=C(N=CC12)NC(=O)[C@H]1[C@@H](C1)CC#N)Cl.[Ag+] |r| (+-)-trans-N-(8-amino-6-chloro-2,7-naphthyridin-3-yl)-2-(cyanomethyl)cyclopropanecarboxamide silver fluorophosphate